4-cyclopropynylstyrene C1(C#C1)C1=CC=C(C=C)C=C1